C(#N)C1=C(C=CC=C1)[C@H]([C@@H](C)C=1N(C(C(=C(N1)C(=O)NC=1C=NOC1)O)=O)C)C1=NC(=C(N=C1)C)C 2-((1S,2R)-1-(2-cyanophenyl)-1-(5,6-dimethylpyrazin-2-yl)propan-2-yl)-5-hydroxy-N-(isoxazol-4-yl)-1-methyl-6-oxo-1,6-dihydropyrimidine-4-carboxamide